ClC1=NC=C2C=C(C(=NC2=C1)C1=NN=CN1C)C=1C(=CC(=NC1)C(CC)=O)C 1-(5-(7-chloro-2-(4-methyl-4H-1,2,4-triazol-3-yl)-1,6-naphthyridin-3-yl)-4-methylpyridin-2-yl)propan-1-one